1-[2-(5-bromo-2-nitro-phenoxy)-ethyl]-pyrrolidine BrC=1C=CC(=C(OCCN2CCCC2)C1)[N+](=O)[O-]